(S)-benzyl 3-(1H-indol-3-yl)-2-(4-methylbenzamido)propanoate N1C=C(C2=CC=CC=C12)C[C@@H](C(=O)OCC1=CC=CC=C1)NC(C1=CC=C(C=C1)C)=O